[N+](#[C-])OC(C=C)=O acrylic acid isocyano ester